(S)-N-((3-(3-fluoro-4-(1,4-thiazepan-4-yl)phenyl)-2-oxooxazolidin-5-yl)methyl)cyclobutanecarboxamide FC=1C=C(C=CC1N1CCSCCC1)N1C(O[C@H](C1)CNC(=O)C1CCC1)=O